4-(4-fluorophenyl)methylene-2,6-di-tert-butyl-2,5-cyclohexadien-1-one FC1=CC=C(C=C1)C=C1C=C(C(C(=C1)C(C)(C)C)=O)C(C)(C)C